2-(trimethylsilaneyl)ethoxymethyl chloride C[Si](CCOCCl)(C)C